N-(5-cyano-4-((2-methoxyethyl)amino)pyridin-2-yl)-4-(N,1-dimethyl-1H-pyrazole-4-carboxamido)-7-formyl-3,4-dihydro-2,4-methylene-1,8-naphthyridine-1(2H)-carboxamide C(#N)C=1C(=CC(=NC1)NC(=O)N1C2CC(C3=CC=C(N=C13)C=O)(C2)N(C(=O)C=2C=NN(C2)C)C)NCCOC